C(C)[C@H]1CNC([C@H]1F)=O (2S,3S,4S)-3-ethyl-4-fluoro-5-oxopyrrolidin